2-[(5-tert-butyl-2-methylphenyl)(2-methylpropyl)amino]pyridine-5-carboxylic Acid C(C)(C)(C)C=1C=CC(=C(C1)N(C1=NC=C(C=C1)C(=O)O)CC(C)C)C